NC1=CC=C(C=N1)CN1N=C(C=C1)C1=C(C=NC(=C1)C1=CC=C(C=C1)F)CNC(C=C)=O N-((4-(1-((6-aminopyridin-3-yl)methyl)-1H-pyrazol-3-yl)-6-(4-fluorophenyl)pyridin-3-yl)methyl)acrylamide